C(C)C1(OC2=C(C(=CC=C2CC1)OC)C=1SC(=CC1)C=1C(=CC=C2CCC(OC12)(CC)C)OC)C 2,5-bis(2-Ethyl-7-methoxy-2-methylchroman-8-yl)thiophene